C[Si](C)(C)[N-][Si](C)(C)C.[Y+3].C[Si](C)(C)[N-][Si](C)(C)C.C[Si](C)(C)[N-][Si](C)(C)C yttrium bis(trimethylsilyl)amide